N1N=CCC1C(=O)O 4,5-dihydropyrazole-5-carboxylic acid